(4E,6Z)-4,6-hexadecadienol C(CC\C=C\C=C/CCCCCCCCC)O